2-hydroxy-2'-hydroxy-4,4'-dimethoxybenzophenone OC1=C(C(=O)C2=C(C=C(C=C2)OC)O)C=CC(=C1)OC